C(=O)(OC)C=P(C1=CC=CC=C1)(C1=CC=CC=C1)C1=CC=CC=C1 (carbomethoxymethylene)triphenyl-phosphorane